OC1=C(CCC1=O)N1C2=NC=NC(=C2N=C1)N 9-(2-hydroxy-3'-keto-cyclopenten-1-yl)adenine